3-(pyridin-3-yl-(1-(4-(trifluoromethyl)phenethyl)piperidin-4-yl)amino)phenol N1=CC(=CC=C1)N(C=1C=C(C=CC1)O)C1CCN(CC1)CCC1=CC=C(C=C1)C(F)(F)F